2-Chloro-4-((R)-8-(6-(3-((4-(3-(((S)-2,6-dioxopiperidin-3-yl)amino)phenyl)piperazin-1-yl)methyl)azetidine-1-carbonyl)pyridazin-3-yl)-3-methyl-2,8-diazaspiro[4.5]decan-2-yl)benzonitrile ClC1=C(C#N)C=CC(=C1)N1CC2(C[C@H]1C)CCN(CC2)C=2N=NC(=CC2)C(=O)N2CC(C2)CN2CCN(CC2)C2=CC(=CC=C2)N[C@@H]2C(NC(CC2)=O)=O